1-[4-(4-amino-7-methyl-7H-pyrrolo[2,3-d]pyrimidin-5-yl)-cyclohex-3-enyl]-3-(5-tert-butyl-2-p-tolyl-2H-pyrazol-3-yl)-urea NC=1C2=C(N=CN1)N(C=C2C2=CCC(CC2)NC(=O)NC=2N(N=C(C2)C(C)(C)C)C2=CC=C(C=C2)C)C